bis(2-[di(1-adamantyl)phosphino]ethyl)amine C12(CC3CC(CC(C1)C3)C2)P(CCNCCP(C23CC1CC(CC(C2)C1)C3)C31CC2CC(CC(C3)C2)C1)C12CC3CC(CC(C1)C3)C2